(8-methyl-2,3-dihydro-1H-pyrido[2,3-b][1,4]oxazin-7-yl)-N-(2-morpholinopyridin-4-yl)-5,6,7,8-tetrahydropyrido[3,4-d]pyrimidin-2-amine CC1=C(C=NC=2OCCNC21)C=2C1=C(N=C(N2)NC2=CC(=NC=C2)N2CCOCC2)CNCC1